5-chloro-2-(4,4,5,5-tetramethyl-1,3,2-dioxaborolane-2-yl)aniline ClC=1C=CC(=C(N)C1)B1OC(C(O1)(C)C)(C)C